ClC=1C(=CC2=C([C@@H](C[C@@H](O2)C(=O)NC2CCC(CC2)N2N=CC(=C2)C2=NC=C(C=C2)C(F)(F)F)O)C1)F (2R,4R)-6-chloro-7-fluoro-4-hydroxy-N-[(1r,4R)-4-{4-[5-(trifluoromethyl)pyridin-2-yl]-1H-pyrazol-1-yl}cyclohexyl]-3,4-dihydro-2H-1-benzopyran-2-carboxamide